C(C1=CC=CC=C1)OC=1C=C2C=C(NC2=CC1)C(=O)NCCN1CCC(CC1)CC1=CC=CC=C1 5-(benzyloxy)-N-(2-(4-benzylpiperidin-1-yl)ethyl)-1H-indol-2-carboxamide